NCCOCCOC1=C2C(N(C(C2=CC=C1)=O)C1ONOCC1)=O 4-[2-(2-aminoethoxy)ethoxy]-2-(2,6-dioxapiperidin-3-yl)isoindole-1,3-dione